C(CC)OC(C1=CC=C(C=C1)O)=O 4-hydroxybenzoic acid propyl ester